ClC=1C=C(C=CC1)CCC(C(=O)OCC)=O ethyl 4-(3-chlorophenyl)-2-oxobutanoate